Cl.C(C)(C)[C@H]1[C@@H](CNC1)C(=O)OC trans-methyl 4-isopropyl-pyrrolidine-3-carboxylate hydrochloride salt